1-(4-(2-(7,8-dimethyl-[1,2,4]triazolo[1,5-a]pyridin-6-yl)-4-fluoro-3-isopropyl-1H-pyrrolo[2,3-c]pyridin-5-yl)piperazin-1-yl)ethan-1-one CC1=C(C=2N(C=C1C1=C(C=3C(=CN=C(C3F)N3CCN(CC3)C(C)=O)N1)C(C)C)N=CN2)C